[O-]P([O-])(=O)OP(=O)([O-])[O-].[Ag+].[Ag+].[Ag+].[Ag+] silver (I) pyrophosphate